C(C1=CC=CC=C1)OC(=O)N1C[C@H](CCC1)CCNC1CCC(CC1)(F)F.ClC=1C=C2C(=CNC2=CC1)C1(NC2=CC=CC=C2C1=O)C1=CC=CC=C1 |r| 2-(5-chloro-1H-indol-3-yl)-2-phenyl-indol-3-one benzyl-(RS)-3-(2-((4,4-difluorocyclohexyl)amino)ethyl)piperidine-1-carboxylate